1'-(8-iodoimidazo[1,2-c]pyrimidin-5-yl)-5,7-dihydrospiro[cyclopenta[c]pyridine-6,4'-piperidine]-4-amine IC=1C=2N(C(=NC1)N1CCC3(CC1)CC1=C(C=NC=C1N)C3)C=CN2